N-tert-butyl-2-({2-[4-(2-hydroxy-2-methylpropoxy)pyridin-2-yl]-5-oxo-6H,7H-cyclopenta[d]pyrimidin-4-yl}(methyl)amino)acetamide C(C)(C)(C)NC(CN(C)C=1C2=C(N=C(N1)C1=NC=CC(=C1)OCC(C)(C)O)CCC2=O)=O